OC(C(C(=O)OC)=C)C methyl 3-hydroxy-2-methylene-butanoate